BrC1=C(C=C2C(=C(C(=NC2=C1F)SC)[N+](=O)[O-])N[C@H]1[C@H]2CN([C@@H]1C2)C(=O)OC(C)(C)C)I tert-Butyl (1R,4R,5S)-5-((7-bromo-8-fluoro-6-iodo-2-(methylthio)-3-nitroquinolin-4-yl)amino)-2-azabicyclo[2.1.1]hexane-2-carboxylate